CC=1C=CC2=C(N=C(N=C2[C@@H]2C[C@H](C2)C(F)(F)F)N2C[C@@H](OCC2)C=2C=NN(C2)C)N1 7-methyl-2-((2S)-2-(1-methyl-1H-pyrazol-4-yl)-4-morpholinyl)-4-(trans-3-(trifluoromethyl)cyclobutyl)pyrido[2,3-d]pyrimidine